N1(N=CC=C1)C1=CC=C(C=C1)B(O)O (4-pyrazol-1-ylphenyl)boronic acid